N-(2-(2-((2-methoxy-4-(4-methylpiperazin-1-yl)phenyl)amino)-7-methylquinazolin-8-yl)pyridin-4-yl)acrylamide COC1=C(C=CC(=C1)N1CCN(CC1)C)NC1=NC2=C(C(=CC=C2C=N1)C)C1=NC=CC(=C1)NC(C=C)=O